NC1=C(C=CC(=C1)NCC1=CC=C(C=C1)O)NC(C(C(CCCC)F)F)=O N-(2-Amino-4-((4-hydroxybenzyl)amino)phenyl)-2,3-difluoroheptanamid